2,2-bis[4-(3,4-dicyanophenoxy)phenyl]hexafluoropropane C(#N)C=1C=C(OC2=CC=C(C=C2)C(C(F)(F)F)(C(F)(F)F)C2=CC=C(C=C2)OC2=CC(=C(C=C2)C#N)C#N)C=CC1C#N